O1COC2=C1C=CC(=C2)CC2(NC(=NC(=C2)C2=CC(=C(C=C2)OC)OC)N)N 4-(benzo[d][1,3]dioxol-5-ylmethyl)-6-(3,4-dimethoxyphenyl)pyrimidine-2,4-diamine